COC1=CC=C(CN(C2=CC(=C(C(=N2)C2=C(C=C3C(=NC(=NC3=C2F)F)N2[C@H](CN(CC2)C(=O)OC(C)(C)C)C)SC(F)(F)F)C(F)(F)F)C)CC2=CC=C(C=C2)OC)C=C1 tert-butyl (3S)-4-(7-(6-(bis(4-methoxybenzyl)amino)-4-methyl-3-(trifluoromethyl)pyridin-2-yl)-2,8-difluoro-6-((trifluoromethyl)thio)quinazolin-4-yl)-3-methylpiperazine-1-carboxylate